rac-N-[(4-isopropyl-2,5-dioxoimidazolidin-4-yl)methyl]-4'-(trifluoromethyl)[biphenyl]-2-carboxamide C(C)(C)[C@@]1(NC(NC1=O)=O)CNC(=O)C=1C(=CC=CC1)C1=CC=C(C=C1)C(F)(F)F |r|